COS(=O)(=O)C1=CC=C(C=C1)Cl p-chlorobenzenesulfonic acid methyl ester